5-[(3S)-5',6'-dihydrospiro[pyrrolidine-3,4'-pyrrolo[1,2-b]pyrazol]-2'-yl]-3-(pyridazin-3-ylmethoxy)pyridin-2-amine-hydrochloride salt Cl.N=1N2C(=CC1C=1C=C(C(=NC1)N)OCC=1N=NC=CC1)[C@@]1(CC2)CNCC1